C(CCCCC)C1=C(C=C(C=C1)O)O 4-Hexylbenzene-1,3-diol